3-(((1-Ethylazetidin-3-yl)carbamoyl)oxy)-2-(oleoyloxy)propyl (9Z,12Z)-octadeca-9,12-dienoate C(CCCCCCC\C=C/C\C=C/CCCCC)(=O)OCC(COC(NC1CN(C1)CC)=O)OC(CCCCCCC\C=C/CCCCCCCC)=O